FCC1=NC=C(C(=C1)N1C[C@H](C[C@H](C1)C)NC(OC(C)(C)C)=O)[N+](=O)[O-] tert-Butyl ((3S,5R)-1-(2-(fluoromethyl)-5-nitropyridin-4-yl)-5-methylpiperidin-3-yl)carbamate